2-{trans-3-[5-(2-aminopropan-2-yl)-6-methylpyridin-2-yl]cyclobutyl}-7-methoxy[1,2,4]triazolo[1,5-c]quinazolin-5-amine NC(C)(C)C=1C=CC(=NC1C)[C@@H]1C[C@H](C1)C1=NN2C(=NC=3C(=CC=CC3C2=N1)OC)N